4-((3-Chloro-4-(pyridin-2-ylmethoxy)phenyl)amino)-5-(2-fluoroethoxy)quinoline ClC=1C=C(C=CC1OCC1=NC=CC=C1)NC1=CC=NC2=CC=CC(=C12)OCCF